C(C)C=1C(=CC=C2C=C(C=C(C12)C1=C(C=2N=C(N=C(C2C=N1)N1C[C@@](CCC1)(O)C)OCC1(CC1)CN1CCCCC1)F)O)F (R)-1-(7-(8-ethyl-7-fluoro-3-hydroxynaphthalen-1-yl)-8-fluoro-2-((1-(piperidin-1-ylmethyl)cyclopropyl)methoxy)pyrido[4,3-d]pyrimidin-4-yl)-3-methylpiperidin-3-ol